dimethyl 1,4-dimethyl-3-oxo-5,7-dihydro-2H-cyclopenta[c]pyridine-6,6-dicarboxylate CC=1NC(C(=C2C1CC(C2)(C(=O)OC)C(=O)OC)C)=O